FC1=C(C=C(C=C1)C=1N=C(N(C1C1=CC2=C(N=CS2)C=C1)C)C)C 6-(4-(4-Fluoro-3-methylphenyl)-1,2-dimethyl-1H-imidazol-5-yl)benzo[d]thiazole